FC1=CN(C2=C(C=CC(=C12)OC)F)S(=O)(=O)C1=CC=CC=C1 3,7-Difluoro-4-methoxy-1-(phenylsulfonyl)-1H-indole